FC=1C=CC=C2C=C(NC12)C(=O)N1CC2(CC2)C[C@H]1C(=O)N[C@H](C=O)C[C@H]1C(NCC1)=O (S)-5-(7-Fluoro-1H-indole-2-carbonyl)-N-((S)-1-oxo-3-((S)-2-oxopyrrolidin-3-yl)propan-2-yl)-5-azaspiro[2.4]heptane-6-carboxamide